[Na].C(C=C)(=O)NC(C)(CCCCCCCCCC)C 2-acrylamido-2-methyl-dodecane sodium